C(C)(=O)N[C@@H]([C@@H](C(=O)OC)OC1=NC=C(C=C1[N+](=O)[O-])Br)C1=CC=CC=C1 methyl (2S,3R)-3-acetamido-2-[(5-bromo-3-nitro-2-pyridyl)oxy]-3-phenyl-propanoate